2,7-dimethyl-9,10-bis(2-ethylhexyloxy)anthracene CC1=CC2=C(C3=CC(=CC=C3C(=C2C=C1)OCC(CCCC)CC)C)OCC(CCCC)CC